CNC(=N)N N-methyl-guanidine